1,8-bisBromooctane BrCCCCCCCCBr